hexafluoropropyl-2,2,2-trifluoroethyl ether FC(C(F)(F)C(C(F)(F)F)OC(C(F)(F)F)C(C(C(F)(F)F)F)(F)F)C(F)(F)F